C(CN)C(=O)[O-] The molecule is a beta-amino-acid anion that is the conjugate base of beta-alanine. It has a role as a fundamental metabolite. It is a conjugate base of a beta-alanine.